C(=C)[Si](OC(O[Si](C=C)(C)C)(O[Si](C=C)(C)C)[SiH3])(C)C tri(vinyl-dimethyl-siloxy)methylsilane